3-{5-[3-(2-Methoxy-ethoxy)-phenyl]-pyridin-2-yl-oxy}-azetidine-1-carboxylic acid pyrazin-2-ylamide N1=C(C=NC=C1)NC(=O)N1CC(C1)OC1=NC=C(C=C1)C1=CC(=CC=C1)OCCOC